1-(5-bromofuran-2-yl)cyclopropane-1-carbonitrile BrC1=CC=C(O1)C1(CC1)C#N